C[C@H]1O[C@H](CN(C1)C=1C=C2C(=CN1)O[C@]1(CN([C@H](C1)C)CC1=C(N=C(S1)NC(C)=O)F)C2)C N-(5-(((2R,5'S)-5-((2R,6S)-2,6-Dimethylmorpholino)-5'-methyl-3H-spiro[furo[2,3-c]pyridine-2,3'-pyrrolidin]-1'-yl)methyl)-4-fluorothiazol-2-yl)acetamide